FC1=CC=C2CC\3C(OC(/C3=C/O[C@H]3OC(C(=C3)C)=O)=O)C2=C1 (±)-(E)-7-fluoro-3-((((S)-4-methyl-5-oxo-2,5-dihydrofuran-2-yl)oxy)methylene)-3,3a,4,8b-tetrahydro-2H-indeno[1,2-b]furan-2-one